C1(CCC1)CNS(=O)(=O)C1=CC=C(C=C1)NC(=O)NCC=1C=NNC1 N-Cyclobutylmethyl-4-[3-(1H-pyrazol-4-ylmethyl)-ureido]-benzenesulfonamide